1-(8-(piperazin-1-yl)imidazo[1,2-a]pyridin-3-yl)dihydropyrimidine-2,4(1H,3H)-dione N1(CCNCC1)C=1C=2N(C=CC1)C(=CN2)N2C(NC(CC2)=O)=O